9-(2-carboxybenzyl)-2,3,4,9-tetrahydro-1H-carbazole-3-carboxylic acid C(=O)(O)C1=C(CN2C3=CC=CC=C3C=3CC(CCC23)C(=O)O)C=CC=C1